The molecule is a hydroxy monocarboxylic acid anion that is the conjugate base of phloretic acid, arising from deprotonation of the carboxy group. It derives from a propionate. It is a conjugate base of a phloretic acid. C1=CC(=CC=C1CCC(=O)[O-])O